OCCCC(O)CCNC([C@H](O)C(C)(C)CO)=O hydroxypropyl-panthenol